BrC1=C(C=CC(=N1)N1N=CC(=C1C(F)(F)F)C(=O)OCC)F ethyl 1-(6-bromo-5-fluoropyridin-2-yl)-5-(trifluoromethyl)-1H-pyrazole-4-carboxylate